N-(4-Hydroxyphenyl)-1,2-dimethyl-5-(6-{[(3R)-3-methyl-3,4-dihydroisoquinolin-2(1H)-yl]carbonyl}-1,3-benzodioxol-5-yl)-N-(1-methyl-1H-pyrazol-4-yl)-1H-pyrrole-3-carboxamide OC1=CC=C(C=C1)N(C(=O)C1=C(N(C(=C1)C1=CC2=C(OCO2)C=C1C(=O)N1CC2=CC=CC=C2C[C@H]1C)C)C)C=1C=NN(C1)C